IC=1OC2=C(C1)C=CC=C2C2=NC(=NC=C2)NC2=CC=CC=C2 4-(2-Iodobenzofuran-7-yl)-N-phenylpyrimidin-2-amine